ClC=1C=C2C(=CN(C2=CC1F)C)C1CCN(CC1)C(=O)C=1C(=CC2=C(NC(CO2)=O)C1)F 6-[4-(5-chloro-6-fluoro-1-methylindol-3-yl)piperidine-1-carbonyl]-7-fluoro-4H-1,4-benzoxazin-3-one